The molecule is a carboxybiphenyl that is [biphenyl]-3-carboxylic acid carrying a (2-{[(2R)-2-(3-chlorophenyl)-2-hydroxyethyl]amino}ethyl)nitrilo group at the 3' position. A selective beta3-adrenergic receptor agonist currently in clinical development for the treatment of overactive bladder and irritable bowel syndrome. It has a role as a beta-adrenergic agonist. It is a secondary alcohol, a substituted aniline, a member of monochlorobenzenes, a secondary amino compound and a carboxybiphenyl. C1=CC(=CC(=C1)C(=O)O)C2=CC(=CC=C2)NCCNC[C@@H](C3=CC(=CC=C3)Cl)O